FC1CN(C1)C1=NC(=C(C(=C1C#N)C1=CC=C(C=C1)[C@@H]1COCC1)C#N)SC |o1:19| (R*)-2-(3-fluoro-azetidin-1-yl)-6-(methylthio)-4-(4-(tetrahydrofuran-3-yl)phenyl)pyridine-3,5-dicarbonitrile